C1(CC1)C1=C(C(=NO1)C1=C(C=NC=C1Cl)Cl)/C=C/C1C2CN(CC12)C1=CC=C(C=2C=CC=NC12)C(=O)O (E)-8-(6-(2-(5-cyclopropyl-3-(3,5-dichloropyridin-4-yl)isoxazol-4-yl)vinyl)-3-azabicyclo[3.1.0]hex-3-yl)quinoline-5-carboxylic acid